1-tritylsulfanylheptan-2-ol C(C1=CC=CC=C1)(C1=CC=CC=C1)(C1=CC=CC=C1)SCC(CCCCC)O